(3,5-dicyanophenyl)boronic acid C(#N)C=1C=C(C=C(C1)C#N)B(O)O